methyl (4-amino-9-(2-((1R,3S,5R)-3-((6-bromopyridin-2-yl)carbamoyl)-2-azabicyclo[3.1.0]hexan-2-yl)-2-oxoethyl)-9H-pyrimido[4,5-b]indol-6-yl)carbamate NC1=NC=NC=2N(C3=CC=C(C=C3C21)NC(OC)=O)CC(=O)N2[C@@H]1C[C@@H]1C[C@H]2C(NC2=NC(=CC=C2)Br)=O